(3-(2-(2-Aminoethoxy)ethoxy)propionylamino)-N-(4,5-dimethylthiazol-2-yl)-4-(methylamino)benzamide NCCOCCOCCC(=O)NC1=C(C(=O)NC=2SC(=C(N2)C)C)C=CC(=C1)NC